tert-butyl (R)-3-(4-bromo-2-fluoro-N-(2-methylthiazolo[4,5-c]pyridin-4-yl)benzamido)piperidine-1-carboxylate BrC1=CC(=C(C(=O)N(C2=NC=CC3=C2N=C(S3)C)[C@H]3CN(CCC3)C(=O)OC(C)(C)C)C=C1)F